(1R,3R)-3-(tert-butoxycarbonylamino)cyclohexane-carboxylic acid C(C)(C)(C)OC(=O)N[C@H]1C[C@@H](CCC1)C(=O)O